2-methyl-6-({4-methyl-1-[6-(trifluoromethyl)pyridin-3-yl]-1H-1,2,3-triazol-5-yl}methoxy)-1,2,3,4-tetrahydro-2,7-naphthyridine CN1CC2=CN=C(C=C2CC1)OCC1=C(N=NN1C=1C=NC(=CC1)C(F)(F)F)C